N1(N=CC=C1)C1=CC=C(CN2C(C3=C(C(=C2)C(=O)NC2C(COCC2)(C)C)OC=C3)=O)C=C1 5-(4-(1H-pyrazol-1-yl)benzyl)-N-(3,3-dimethyltetrahydro-2H-pyran-4-yl)-4-oxo-4,5-dihydrofuro[3,2-c]pyridine-7-carboxamide